2'-(5-acetyl-6-aminopyridin-3-yl)-N-ethyl-5',6'-dihydrospiro[pyrrolidine-3,4'-pyrrolo[1,2-b]pyrazole]-1-carboxamide C(C)(=O)C=1C=C(C=NC1N)C=1C=C2N(N1)CCC21CN(CC1)C(=O)NCC